N-(1-(2-fluorophenyl)-2,4-dimethylpent-4-en-2-yl)-1-methyl-1H-pyrrolo[2,3-b]pyridine-5-carboxamide FC1=C(C=CC=C1)CC(CC(=C)C)(C)NC(=O)C=1C=C2C(=NC1)N(C=C2)C